CN([C@@H]1CC[C@@H](C2=CC=CC=C12)C1=CC=C(C=C1)Cl)C cis-N,N-dimethyl-4-(4-chlorophenyl)-1,2,3,4-tetrahydro-1-naphthalenamine